chromium(II) oxide [O-2].[Cr+2]